BrC=1C(=CC(=C(C1)C=1C(=C(C=CC1NS(=O)(=O)C1=CC(=CC(=C1)Cl)Cl)S(=O)(=O)N)CN1CCN(CC1)C1CCCC1)C)F (5-bromo-4-fluoro-2-methylphenyl)-2-((4-cyclopentylpiperazin-1-yl)methyl)-4-(3,5-dichlorophenyl-sulfonamido)benzenesulfonamide